N1C=C(C2=CC=CC=C12)C1CN(C1)[C@@H]1[C@H](CCCC1)OC=1C=C2CN(C(C2=CC1)=O)C1C(NC(CC1)=O)=O 3-(5-(((1S,2S)-2-(3-(1H-indol-3-yl)azetidin-1-yl)cyclohexyl)oxy)-1-oxoisoindolin-2-yl)piperidine-2,6-dione